6-(4-(morpholinomethyl)benzyl)-2-oxobenzo[cd]indol O1CCN(CC1)CC1=CC=C(CC=2C=3C4=C(C(NC4=CC2)=O)C=CC3)C=C1